3-acetyl-2-(trifluoromethyl)benzonitrile C(C)(=O)C=1C(=C(C#N)C=CC1)C(F)(F)F